CC(C(C)C(C(CCCN)C)(N)C(C)C(C)(C)C)(C)C bis(3,3-dimethyl-2-butyl)-1,5-diamino-2-methylpentane